O1CCN(CC1)CCNC1=CC=CC=C1 N-(2-morpholinoethyl)aniline